3-(benzyloxy)estra-1,3,5(10)-triene-15,16,17-triol C(C1=CC=CC=C1)OC1=CC=2CC[C@H]3[C@@H]4C(C(C([C@@]4(C)CC[C@@H]3C2C=C1)O)O)O